C(C)C1=C(C=C(C(=O)O)C=C1)S(NC1=C(C=CC(=C1)C(F)(F)F)N1[C@@H](CCCC1)C)(=O)=O (R)-4-Ethyl-3-(N-(2-(2-methylpiperidin-1-yl)-5-(trifluoromethyl)phenyl)sulfamoyl)benzoic acid